S1C(=CC=C1)C=1C=CC=2NC=3C=CC=CC3C2N1 (2-thienyl)-5H-pyrido[3,2-b]indole